CC1=C(C(=CC=C1)C(=O)O)C The molecule is a dimethylbenzoic acid in which the two methyl groups are located at positions 2 and 3. It derives from a benzoic acid. It is a conjugate acid of a 2,3-dimethylbenzoate.